CC=1C(=C2C(=C(C(=NC2=C(C1OCC)OCC)C(=O)O)C)C(=O)O)N dimethyl-5-amino-7,8-diethoxyquinoline-2,4-dicarboxylic acid